5-((3aS,4S,6aR)-1,3-dibenzyl-2-oxohexahydro-1H-thieno[3,4-d]imidazol-4-yl)pentanoic acid ethyl ester C(C)OC(CCCC[C@@H]1SC[C@@H]2N(C(N([C@@H]21)CC2=CC=CC=C2)=O)CC2=CC=CC=C2)=O